FC=1C(=NC=CC1CC=1C(=C(C=NC1)N)C)SC 5-{[3-fluoro-2-(methylsulfanyl)pyridin-4-yl]methyl}-4-methylpyridin-3-amine